BrC=1C=NC(=NC1)N1CCNCC1 1-(5-bromopyrimidin-2-yl)piperazine